N[C@H](C(=O)[O-])CNC(C1=CC=C(C=C1)C(=O)N1C[C@H]([C@@H](C1)C(N[C@@H]1[C@H](C1)C1=CC=CC=C1)=O)C(N[C@@H]1[C@H](C1)C1=CC=CC=C1)=O)=O (S)-2-amino-3-(4-((3S,4S)-3,4-bis(((1S,2R)-2-phenylcyclopropyl)carbamoyl)pyrrolidine-1-carbonyl)benzamido)propanoate